N-(2-methoxy-4-aminophenyl)cyclohexanecarboxamide tert-butyl-(N-((8-fluoro-6,12-dioxo-6,12-dihydroindolo[2,1-b]quinazolin-2-yl)methyl)sulfamoyl)carbamate C(C)(C)(C)N(C(O)=O)S(NCC=1C=C2C(N3C(=NC2=CC1)C(C1=CC(=CC=C13)F)=O)=O)(=O)=O.COC1=C(C=CC(=C1)N)NC(=O)C1CCCCC1